NC=1C(=NC(=NC1)Cl)NC(C#N)(CCOCC1=CC=CC=C1)C 2-((5-amino-2-chloropyrimidin-4-yl)amino)-4-(benzyloxy)-2-methylbutanenitrile